ClCC(C(=O)O)(CC)C(=O)OC 2-(chloromethyl)-2-methoxycarbonyl-butyric acid